C(C)(=O)C1=C(C=CC=C1)NC(=O)C1=NC2=CC=CC=C2C=C1 N-(2-acetylphenyl)-quinolinecarboxamide